Cl.N[C@H]1C[C@@](CCC1)(C#N)C (1R,3R)-3-Amino-1-methylcyclohexane-1-carbonitrile hydrochloride